(1R,5S,6r)-N-methyl-N-(1,1,1-trifluoro-2-methylpropan-2-yl)-3-azabicyclo[3.1.0]hexane-6-carboxamide TFA salt OC(=O)C(F)(F)F.CN(C(=O)C1[C@H]2CNC[C@@H]12)C(C(F)(F)F)(C)C